2,3,5,6-tetrachloroisonicotinic acid ClC=1C(=C(C(=O)O)C(=C(N1)Cl)Cl)Cl